6-(4-phenoxy-1H-pyrrolo[2,3-b]pyridin-3-yl)pyrimidin-4-amine O(C1=CC=CC=C1)C1=C2C(=NC=C1)NC=C2C2=CC(=NC=N2)N